tert-butyl 3-(4-(3-(4-methoxyphenyl)-1,2,4-oxadiazol-5-yl)piperazine-1-carbonyl)piperidine-1-carboxylate COC1=CC=C(C=C1)C1=NOC(=N1)N1CCN(CC1)C(=O)C1CN(CCC1)C(=O)OC(C)(C)C